2-bromo-5-(5-chlorobenzo[d]oxazol-2-yl)isonicotinic acid methyl ester COC(C1=CC(=NC=C1C=1OC2=C(N1)C=C(C=C2)Cl)Br)=O